C12(CC3CC(CC(C1)C3)C2)CN2N=CC(=C2C)C2=C(N=C(S2)N(C)C=2N=NC(=C(C2)C)NC=2SC3=C(N2)C=CC=C3)C(=O)OCC ethyl 5-{1-[(adamantan-1-yl)methyl]-5-methyl-1H-pyrazol-4-yl}-2-({6-[(1,3-benzothiazol-2-yl)amino]-5-methylpyridazin-3-yl}(methyl)amino)-1,3-thiazole-4-carboxylate